CC1(N(CCC(C1)=O)C(=O)OC(C)(C)C)C tert-Butyl 2,2-dimethyl-4-oxopiperidine-1-carboxylate